2,3-dibromo-5-fluoro-6-methylpyridine BrC1=NC(=C(C=C1Br)F)C